C(#N)C(C(=O)NC(OCC)=O)=NNC1=CC(=C(C(=C1)Cl)OC=1C=C2CCN(C(C2=CC1)=O)C1=C(C=CC=C1)F)Cl ethyl (2-cyano-2-(2-(3,5-dichloro-4-((2-(2-fluorophenyl)-1-oxo-1,2,3,4-tetrahydroisoquinolin-6-yl)oxy)phenyl)hydrazono)acetyl)carbamate